6-chloro-3-((1-(2-(4-(1,4-dimethyl-1H-pyrazol-3-yl)piperidin-1-yl)-3,6-dimethyl-4-oxo-3,4-dihydroquinazolin-8-yl)ethyl)amino)-N-(methylsulfonyl)picolinamide ClC1=CC=C(C(=N1)C(=O)NS(=O)(=O)C)NC(C)C=1C=C(C=C2C(N(C(=NC12)N1CCC(CC1)C1=NN(C=C1C)C)C)=O)C